(L-3-carboxyl-2-hydroxypropyl)trimethylammonium C(=O)(O)CC(C[N+](C)(C)C)O